(2R,3R)-2-(5-fluoropyridin-2-yl)chromane-3,5,7-triol FC=1C=CC(=NC1)[C@H]1OC=2C=C(C=C(C2C[C@H]1O)O)O